Cl.NCCC1=CC(O)=C(O)C=C1.NCCC1=CC(O)=C(O)C=C1.NCCC1=CC(O)=C(O)C=C1 Tris-dopamine hydrochloride